C1(=CC=C(C=C1)N1C(=NC2=C3C=CC=NC3=C3N=CC=CC3=C21)C2=CC=C(C(=O)O)C=C2)C 4-(1-(p-tolyl)-1H-imidazo[4,5-f][1,10]phenanthroline-2-yl)benzoic acid